B(O)(O)O.C(C)O/C=C/CC(O)(C)C(C)(C)O (E)-(2-ethoxyvinyl)pinacol borate